2-methyl-7-hydroxy-3-(3,4,5-trimethoxybenzoyl)-6-methoxybenzofuran CC=1OC2=C(C1C(C1=CC(=C(C(=C1)OC)OC)OC)=O)C=CC(=C2O)OC